7-((5-((3S,4S)-4-amino-3-methyl-2-oxa-8-azaspiro[4.5]decan-8-yl)imidazo[1,2-c]pyrimidin-8-yl)thio)benzo[b]thiophene-3-carbaldehyde N[C@@H]1[C@@H](OCC12CCN(CC2)C2=NC=C(C=1N2C=CN1)SC1=CC=CC2=C1SC=C2C=O)C